C(C)(C)(C)OC(=O)N(C1CC1)C[C@@H]1CN(CC1)C=1N=CC(=NC1)C(=O)[O-].[Li+] Lithium (S)-5-(3-(((tert-butoxycarbonyl)(cyclopropyl)amino)methyl)pyrrolidin-1-yl)pyrazine-2-carboxylate